C(=O)O.O=C1NC(CCC1N1C(C2=CC=CC=C2C1=O)=O)=O 2-(2,6-dioxo-3-piperidyl)isoindoline-1,3-dione formate salt